ClC1=CC(NC=N1)=O 6-chloropyrimidin-4(3H)-one